C1=CC=CC=2C3=CC=CC=C3N(C12)C1=CC(=C(C=O)C(=C1)C)C 4-(9H-carbazol-9-yl)-2,6-dimethylbenzaldehyde